Cl.N1CC(OCC1)CN1CC(C1)C(=O)N N-trans-(morpholin-2-ylmethyl)azetidine-3-carboxamide hydrochloride